C(C)(C)(C)OC(NCC(=O)N1[C@@H](CC(C1)(F)F)C(N)=O)=O (S)-2-(2-carbamoyl-4,4-difluoropyrrolidin-1-yl)-2-oxoethylcarbamic acid tert-butyl ester